FC(C1=CC=C(C2=C1C=CO2)C(=O)Cl)(F)F 4-(trifluoromethyl)-1-benzofuran-7-carbonyl chloride